C[C@]1(OCC[C@H]1C1=CC=C(C=C1)[N+](=O)[O-])C(=O)O (2R,3S)-2-methyl-3-(4-nitrophenyl)oxolane-2-carboxylic acid